C1(CC1)C=1N=CN(C1)C1=CC(=NC=C1N1C[C@H](OCC1)C)C(=O)NC1=CC=CC=2C=3N([C@H](COC21)C)N=NN3 4-(4-cyclopropyl-1H-imidazol-1-yl)-N-((S)-5-methyl-5,6-dihydrobenzo[f]tetrazolo[1,5-d][1,4]oxazepin-8-yl)-5-((R)-2-methylmorpholino)picolinamide